8-amino-7-(4-fluoro-3-hydroxy-2,6-dimethylphenyl)-5-methyl-7H-imidazo[1,2-c]pyrrolo[3,2-e]pyrimidine-9-carboxamide NC1=C(C=2C=3N(C(=NC2N1C1=C(C(=C(C=C1C)F)O)C)C)C=CN3)C(=O)N